tris(3-aminopropyl)triethoxysilane NCCCC(CO[SiH](OCC)OCC)(CCCN)CCCN